[I-].C(C)N1C(N(C=C1)C)C 1-ethyl-2,3-dimethylimidazole iodide